C(C)(C)(C)NC1=CC=C(C=C1)N N1-(tert-butyl)benzene-1,4-diamine